1-heptenyltrimethoxysilane C(=CCCCCC)[Si](OC)(OC)OC